CC1([C@@H]2CC=C(C[C@H]12)CCC=O)C 3-[(1S,6R)-7,7-dimethylbicyclo[4.1.0]hept-3-en-3-yl]propanal